BrC1=C(C(=C(C=C1C(C)(C)C1=CC=CC=C1)C1=CC=CC=C1)OCOC)C(C)(C)C1=CC=CC=C1 bromo-2-(methoxymethoxy)-3,5-bis(2-phenylpropan-2-yl)-1,1'-biphenyl